S1C=NC2=C1C=CC(=C2)NC2=CC=NC1=CC=C(C=C21)C2=C(C=C(C(=O)N1CCN(CC1)CC(=O)O)C=C2)F 2-(4-(4-(4-(benzo[d]thiazol-5-ylamino)quinolin-6-yl)-3-fluorobenzoyl)piperazin-1-yl)acetic acid